C(#N)CP(OC(C)C)([O-])=O methylethyl cyanomethylphosphonate